4-(7-(4-bromo-3-(trifluoromethyl)benzoyl)-2-(1-ethylpyrrolidin-3-yl)-6-methyl-4-oxo-5,6,7,8-tetrahydropyrido[3,4-d]pyrimidin-3(4H)-yl)-N-methylbenzamide BrC1=C(C=C(C(=O)N2CC=3N=C(N(C(C3CC2C)=O)C2=CC=C(C(=O)NC)C=C2)C2CN(CC2)CC)C=C1)C(F)(F)F